Cl.N1N=C(C=C1)B(O)O PYRAZOLE-3-BORONIC ACID, HYDROCHLORIDE